bromo-4-fluorobenzo[d][1,3]dioxole BrC1OC2=C(O1)C=CC=C2F